NC1=NC=C(C(=N1)N)OC1=C(C=C(C(=C1)I)OC)C(CO)C 2-[2-(2,4-Diaminopyrimidin-5-yloxy)-4-iodo-5-methoxy-phenyl]-propan-1-ol